[Si](C)(C)(C(C)(C)C)OCCN(C=1C=C2C=C(N=NC2=CC1)Cl)C1=CC(=CC(=C1)OC)OC N-(2-((tert-butyldimethylsilyl)oxy)ethyl)-3-chloro-N-(3,5-dimethoxyphenyl)cinnolin-6-amine